CC1=NC=C(C2=C1C(=CN2)C2=CC(=CC=C2)OCC2=CC=C(C=C2)C(F)(F)F)C#N 4-methyl-3-(3-{[4-(trifluoromethyl)phenyl]methoxy}phenyl)-1H-pyrrolo[3,2-c]pyridine-7-carbonitrile